β,β-difluoroacrylate FC(=CC(=O)[O-])F